1-Methyl-3-pyrazolylChlorid CN1N=C(C=C1)Cl